2-(2-((6-(1-aminoisoquinolin-7-yl)-2,2-dimethyl-2,3-dihydro-1H-inden-1-yl)oxy)-4-fluorophenyl)acetic acid NC1=NC=CC2=CC=C(C=C12)C1=CC=C2CC(C(C2=C1)OC1=C(C=CC(=C1)F)CC(=O)O)(C)C